4-((3'R,4'S,5'R)-6''-chloro-4'-(3-chloro-2-fluorophenyl)-2''-oxodispiro-[cyclohexane-1,2'-pyrrolidine-3',3''-indoline]-5'-carboxamido)bicyclo[2.2.2]octane-1-carboxylic acid ClC1=CC=C2[C@@]3(C(NC2=C1)=O)C1(N[C@H]([C@@H]3C3=C(C(=CC=C3)Cl)F)C(=O)NC32CCC(CC3)(CC2)C(=O)O)CCCCC1